2-((S)-1-acryloyl-4-(7-(8-chloro-7-fluoronaphthalen-1-yl)-2-(((S)-1-methylpyrrolidin-2-yl)methoxy)pyrido[3,2-d]pyrimidin-4-yl)piperazin-2-yl)acetonitrile C(C=C)(=O)N1[C@H](CN(CC1)C=1C2=C(N=C(N1)OC[C@H]1N(CCC1)C)C=C(C=N2)C2=CC=CC1=CC=C(C(=C21)Cl)F)CC#N